NC1CN(CCC1)C1=C(N=C(C(=N1)N)C1=C(C(=CC=C1)Cl)Cl)C=1OC=NN1 6-(3-aminopiperidin-1-yl)-3-(2,3-dichlorophenyl)-5-(1,3,4-oxadiazol-2-yl)pyrazin-2-amine